CN1C2CN(CC1C2)CC=2C=CC(=NC2)N2CN=CC=C2 N-(5-((6-methyl-3,6-diazabicyclo[3.1.1]heptan-3-yl)methyl)pyridin-2-yl)pyrimidin